COC(COCCNC)=O 2-(2-(methylamino)ethoxy)acetic acid methyl ester